COC1=C(CNC2=CC=C3C(=N2)C(C(OC3=O)(C)C)C)C=CC(=C1)OC 2-((2,4-Dimethoxybenzyl)amino)-7,7,8-trimethyl-7,8-dihydro-5H-pyrano[4,3-b]pyridin-5-one